2-(9-hexyl-9H-carbazole-3-yl)-3-hydroxy-4H-benzofuran C(CCCCC)N1C2=CC=CC=C2C=2C=C(C=CC12)C1OC=2C(=C1O)CC=CC2